N-methoxy-N,5-dimethylthiophene-3-carboxamide CON(C(=O)C1=CSC(=C1)C)C